N1=CC(=CC=C1)C=1C=C(C=C(C1)C=1C=NC=CC1)C1=CC(=CC=C1)C1=CC(=CC(=C1)C=1C=NC=CC1)C=1C=NC=CC1 1,3-bis(3,5-dipyrid-3-yl-phenyl)benzene